3-phenyl-2,3-dihydrooxazole C1(=CC=CC=C1)N1COC=C1